COC[C@H]1CC2=CC=3CCCC3C(=C2C1)NC(=O)N=[S@](=O)(N)C=1C=NN2C1OCCC2 (R)-N'-(((S)-2-(methoxymethyl)-1,2,3,5,6,7-hexahydro-s-indacen-4-yl)carbamoyl)-6,7-dihydro-5H-pyrazolo[5,1-b][1,3]oxazine-3-sulfonimidamide